7-but-2-ynyloxy-3-[[3-fluoro-2-(methylsulfamoylamino)-4-pyridinyl]methyl]-4-methyl-chromen-2-one C(C#CC)OC1=CC=C2C(=C(C(OC2=C1)=O)CC1=C(C(=NC=C1)NS(NC)(=O)=O)F)C